C(C)N1CCC2=CC=C(C=C12)OC1=CC=C2CCN(C2=C1)CCCC(=O)O 4-(6-((1-ethylindolin-6-yl)oxy)indolin-1-yl)butanoic acid